OC1(C(C=CC(=C1)OC)C(C1=C(C=C(C=C1)OC)O)=O)O 2'-hydroxy-2,2'-dihydroxy-4,4'-dimethoxybenzophenone